tert-Butyl 2-(ethoxymethyl)-9,9-dimethyl-6-morpholinoacridine-10(9H)-carboxylate {tert-butyl 2-(ethoxymethyl)-9,9-dimethyl-6-morpholinoacridine-10(9H)-carboxylate} C(C)(C)(C)C1=C(C=CC=2N(C3=CC(=CC=C3C(C12)(C)C)N1CCOCC1)C(=O)O)COCC.C(C)OCC1=CC=2C(C3=CC=C(C=C3N(C2C=C1)C(=O)OC(C)(C)C)N1CCOCC1)(C)C